(2E)-3-(3-chloro-1H-indazol-6-yl)-N-(5-fluoro-2-methylpyridin-3-yl)prop-2-enamide ClC1=NNC2=CC(=CC=C12)/C=C/C(=O)NC=1C(=NC=C(C1)F)C